C(O)(O)=O.C(C)OC=C ethoxy ethylene carbonate